C(CC(C)C)(=S)OCC=C(C)C PRENYL THIOISOVALERATE